1'-(6-amino-5-((2-amino-3-chloro-pyridin-4-yl)thio)pyrazin-2-yl)-1,3-dihydrospiro[indene-2,4'-piperidine]-1,6-diamine NC1=C(N=CC(=N1)N1CCC2(CC1)C(C1=CC(=CC=C1C2)N)N)SC2=C(C(=NC=C2)N)Cl